O1CCC(CC1)C1=CN=C(S1)N 5-(tetrahydro-2H-pyran-4-yl)thiazol-2-amine